2,4,6-Tris[2-hydroxy-4-(3-butoxy-2-hydroxypropoxy)-phenyl]-1,3,5-triazine OC1=C(C=CC(=C1)OCC(COCCCC)O)C1=NC(=NC(=N1)C1=C(C=C(C=C1)OCC(COCCCC)O)O)C1=C(C=C(C=C1)OCC(COCCCC)O)O